ClC1=CC=C(C(=N1)C(=O)NS(=O)(=O)C)N[C@H](C)C=1C=C(C=C2C(N(C(=NC12)N1CCN(CC1)C1=NC(=NC(=C1)OC)C)C)=O)C (R)-6-chloro-3-((1-(2-(4-(6-methoxy-2-methylpyrimidin-4-yl)piperazin-1-yl)-3,6-dimethyl-4-oxo-3,4-dihydroquinazolin-8-yl)ethyl)amino)-N-(methylsulfonyl)picolinamide